oxalamide succinate C(CCC(=O)O)(=O)O.C(C(=O)N)(=O)N